ClC1=C(C=CC=C1)[C@H](C)OC=1C(=NC(=NC1)C(=O)N[C@H](C)\C=C\S(=O)(=O)C)OC 5-((S)-1-(2-Chlorophenyl)ethoxy)-4-methoxy-N-((R,E)-4-(methylsulfonyl)but-3-en-2-yl)pyrimidine-2-carboxamide